4-(5-(difluoromethyl)-1,3,4-thiadiazol-2-yl)-2-(4-hydroxy-4-methylpiperidin-1-yl)-N-(1-methylcyclopropyl)quinazoline-6-sulfonamide FC(C1=NN=C(S1)C1=NC(=NC2=CC=C(C=C12)S(=O)(=O)NC1(CC1)C)N1CCC(CC1)(C)O)F